C(CCCCCCC\C=C\CCCCCCCC)(=O)Cl (E)-octadeca-9-enoyl chloride